β-hydroxy-α-aminobutyric acid OC(C(C(=O)O)N)C